O=C(CC1=CC=C(C=C1)C#CC=1C=CC=C(C1C1=CC=CC=C1)C(=O)OC)NC=1C=NC=CC1 methyl 6-((4-(2-oxo-2-(pyridin-3-ylamino) ethyl) phenyl) ethynyl)-[1,1'-biphenyl]-2-carboxylate